N-(2,6-difluorophenyl)-7-(6-morpholinylpyridin-3-yl)quinazolin-4-amine FC1=C(C(=CC=C1)F)NC1=NC=NC2=CC(=CC=C12)C=1C=NC(=CC1)N1CCOCC1